C(#N)C1=C(C=C(C=C1)C(C(C(=O)N)(C)O)N1N=CC(=C1)OC)C(F)(F)F (4-Cyano-3-(trifluoromethyl)phenyl)-2-hydroxy-3-(4-methoxy-1H-pyrazol-1-yl)-2-methylpropanamide